NC=1C=2N(C(=CN1)C(F)(F)F)C(=NC2C2=C(C(=C(C=C2)NC(C(O)C2=CC(=CC(=C2)F)F)=O)F)F)C([2H])([2H])[2H] N-[4-[8-amino-3-(trideuteriomethyl)-5-(trifluoromethyl)imidazo[1,5-a]pyrazin-1-yl]-2,3-difluoro-phenyl]-2-(3,5-difluorophenyl)-2-hydroxy-acetamide